FC1=CC=C(C=C1)C1(NC(NC1)=O)C1=CC=C(C=C1)F 4,4-bis-(4-fluorophenyl)-imidazolidin-2-one